COC1=CC=C(CNC=2C(=NN(C2)C2OCCCC2)C(=O)OCC)C=C1 ethyl 4-((4-methoxybenzyl) amino)-1-(tetrahydro-2H-pyran-2-yl)-1H-pyrazole-3-carboxylate